N-(3-((5-Chloro-4-methylthiophen-2-yl)ethynyl)-1-methyl-1H-pyrrolo[2,3-b]pyridin-5-yl)acrylamide ClC1=C(C=C(S1)C#CC1=CN(C2=NC=C(C=C21)NC(C=C)=O)C)C